C(CCC(=O)OC)(=O)OCC1=CC=CC=C1 1-benzyl 4-methyl succinate